C1(=CCCCC1)C(=O)OCC(CCCC)CC 2-Ethylhexyl cyclohexenecarboxylate